COC(CS(=O)(=O)C1=NC=C(C=C1)Cl)=O.[Si](C)(C)(C(C)(C)C)OCCO[Si](C)(C)C(C)(C)C 1,2-bis(t-butyldimethylsilyloxy)ethane methyl-2-[(5-chloropyridin-2-yl)sulfonyl]acetate